1-(4-(benzylamino)-7-(tetrahydro-2H-pyran-4-yl)pyrrolo[2,1-f][1,2,4]triazin-2-yl)-2-methyl-1H-indole-4-carboxamide C(C1=CC=CC=C1)NC1=NC(=NN2C1=CC=C2C2CCOCC2)N2C(=CC=1C(=CC=CC21)C(=O)N)C